1-{4-[3-(1-quinolin-6-ylcyclopropyl)imidazo[1,2-a]pyrimidin-6-yl]phenyl}cyclopropanecarboxylic Acid N1=CC=CC2=CC(=CC=C12)C1(CC1)C1=CN=C2N1C=C(C=N2)C2=CC=C(C=C2)C2(CC2)C(=O)O